C(C=C)N1N(C2=NC(=NC=C2C1=O)NC=1C=C2C=NN(C2=CC1)C)C1=NC(=NC=C1)NC1CCN(CC1)C 2-allyl-6-(1-methyl-1H-indazol-5-ylamino)-1-[2-(1-methyl-4-piperidylamino)-4-pyrimidinyl]-1,2-dihydro-3H-1,2,5,7-tetraazainden-3-one